2-Chloro-4-((S)-8-(4-(4-((4-(3-(((R)-2,6-dioxopiperidin-3-yl)amino)phenyl)piperidin-1-yl)methyl)piperidine-1-carbonyl)phenyl)-3-methyl-2,8-diazaspiro[4.5]decan-2-yl)benzonitrile ClC1=C(C#N)C=CC(=C1)N1CC2(C[C@@H]1C)CCN(CC2)C2=CC=C(C=C2)C(=O)N2CCC(CC2)CN2CCC(CC2)C2=CC(=CC=C2)N[C@H]2C(NC(CC2)=O)=O